C(C=C)OCC(CO)(CO)CO 2-allyloxymethyl-2-hydroxymethylpropane-1,3-diol